(3-cyano-4-isopentyloxyphenyl)-2-thiazolecarboxylic acid C(#N)C=1C=C(C=CC1OCCC(C)C)C=1N=C(SC1)C(=O)O